1,1,1,3,5,5,5-heptamethyl-3-(3-glycidoxypropyl)trisiloxane C[Si](O[Si](O[Si](C)(C)C)(CCCOCC1CO1)C)(C)C